FC(C(=O)N(C1=CC=C(C=C1)[N+](=O)[O-])C)(F)F 2,2,2-trifluoro-N-methyl-N-(4-nitrophenyl)acetamide